ClC=1C=C2C(=CNC2=CC1)CCNC(=O)C1=NC2=CC(=C(C=C2N(C1=O)C)C)C N-(2-(5-chloro-1H-indol-3-yl)ethyl)-4,6,7-trimethyl-3-oxo-3,4-dihydroquinoxaline-2-carboxamide